The molecule is a medium-chain fatty acyl-CoA that results from the formal condensation of the thiol group of coenzyme A with the carboxy group of 2,6-dimethylheptanoic acid. It is a multi-methyl-branched fatty acyl-CoA and a medium-chain fatty acyl-CoA. It is a conjugate acid of a 2,6-dimethylheptanoyl-CoA(4-). CC(C)CCCC(C)C(=O)SCCNC(=O)CCNC(=O)[C@@H](C(C)(C)COP(=O)(O)OP(=O)(O)OC[C@@H]1[C@H]([C@H]([C@@H](O1)N2C=NC3=C(N=CN=C32)N)O)OP(=O)(O)O)O